NC1=C(N=C(S1)C1=C(C=CC=C1F)F)C(=O)NC=1C(=C2C(=NC1)[C@H](CC2)O)N2C[C@H](C[C@H](C2)C)N 5-amino-N-{4-[(3S,5R)-3-amino-5-methylpiperidin-1-yl]-(7S)-7-hydroxy-6,7-dihydro-5H-cyclopenta[b]pyridin-3-yl}-2-(2,6-difluorophenyl)-1,3-thiazole-4-carboxamide